FC(CC(=O)NCC=1C=NC=C(C1)C=1C=C2CCC(N(C2=CC1)C)=O)(F)F 3,3,3-Trifluoro-N-[5-(1-methyl-2-oxo-1,2,3,4-tetrahydro-quinolin-6-yl)-pyridin-3-ylmethyl]-propionamide